C12(CC3CC(CC(C1)C3)C2)NCC2=CC=C(CNC3=CC=C(C=C3)C3C(NC(CC3)=O)=O)C=C2 3-(4-((4-(((adamantan-1-yl)amino)methyl)benzyl)amino)phenyl)piperidine-2,6-dione